deuteronicotine dodecyl-3-((4-imino-4-(tetradecylamino)butyl)thio)propanoate C(CCCCCCCCCCC)OC(CCSCCCC(NCCCCCCCCCCCCCC)=N)=O.[2H]C1=NC=C(C=C1)C1N(C)CCC1